O1CCCCCCC=CCCCCCCCC1 Oxacycloheptadec-8-en